2-(benzyloxy)-4-fluorobenzaldehyde C(C1=CC=CC=C1)OC1=C(C=O)C=CC(=C1)F